(+)-(1R,5S)-2-oxabicyclo[3.3.0]oct-6-en-3-one C1C=C[C@H]2[C@@H]1OC(=O)C2